1-(pyridin-3-ylmethyl)-3-(4-{4-[4-(trifluoromethyl)phenyl]piperazine-1-sulfonyl}phenyl)urea N1=CC(=CC=C1)CNC(=O)NC1=CC=C(C=C1)S(=O)(=O)N1CCN(CC1)C1=CC=C(C=C1)C(F)(F)F